3-carbamoyl-1-(2-((2-(3-chloro-2-fluorophenylmethylamino)-2-oxoethyl)(cyclopropyl)-amino)-2-oxoethyl)-1H-indazole-5-carbonyl azide C(N)(=O)C1=NN(C2=CC=C(C=C12)C(=O)N=[N+]=[N-])CC(=O)N(C1CC1)CC(=O)NCC1=C(C(=CC=C1)Cl)F